C(#N)CC1=C(SC=C1)C(=O)OC methyl 3-(cyanomethyl)-2-thiophenecarboxylate